C1(CCC1)C=1C(=NN(C1NC(=O)C1CC(C1)(F)F)C)C1=C(N=NS1)C N-(4-cyclobutyl-1-methyl-3-(4-methyl-1,2,3-thiadiazol-5-yl)-1H-pyrazol-5-yl)-3,3-difluorocyclobutane-1-carboxamide